FC(CC[C@H]1N(S(C2=C(N(C1)C1CCC(CC1)(F)F)C=C(C(=C2)OCC(C(=O)OCC)(C)C)C(F)(F)F)(=O)=O)C)(C)F ethyl (R)-3-((3-(3,3-difluorobutyl)-5-(4,4-difluorocyclohexyl)-2-methyl-1,1-dioxido-7-(trifluoromethyl)-2,3,4,5-tetrahydrobenzo[f][1,2,5]thiadiazepin-8-yl)oxy)-2,2-dimethylpropanoate